diphenyl (2-fluorovinyl)phosphonate FC=CP(OC1=CC=CC=C1)(OC1=CC=CC=C1)=O